(R)-7-((S)-4-acryloyl-2-methylpiperazin-1-yl)-9-chloro-3-((1-(2,2-difluoro-ethyl)piperidin-4-yl)methyl)-10-(4-fluorophenyl)-2H-[1,4]thiazino[2,3,4-ij]quinazolin-5(3H)-one C(C=C)(=O)N1C[C@@H](N(CC1)C1=NC(N2C3=C(C(=C(C=C13)Cl)C1=CC=C(C=C1)F)SC[C@H]2CC2CCN(CC2)CC(F)F)=O)C